C(#N)C1=C(OC2=CC=C3N=CC(=NC3=C2)C2CC3(C2)CCN(CC3)C(=O)OC(C)(C)C)C(=CC=C1NS(=O)(=O)C1CCCC1)F tertbutyl 2-[7-[2-cyano-3-(cyclopentylsulfonylamino)-6-fluoro-phenoxy]quinoxalin-2-yl]-7-azaspiro[3.5]nonane-7-carboxylate